F[C@H]1CN(CC[C@H]1NC1=CC=CC=2C(=C(SC21)C#CCNC2=C(C=CC(=C2)C(NC)=O)OC)SC(F)(F)F)C(=O)OC(C)(C)C tert-butyl (3S,4R)-3-fluoro-4-{[2-(3-{[2-methoxy-5-(methylcarbamoyl)phenyl]amino}prop-1-yn-1-yl)-3-[(trifluoromethyl)sulfanyl]-1-benzothiophen-7-yl]amino}piperidine-1-carboxylate